C(CCCCCC=C)(=O)OC(CCCCCCC(C)C)CCCCCCCC 8-methyl-1-octylnonyl 7-octenoate